2-phthalimido-alpha-D-glucose C1(C=2C(C(N1[C@@]1([C@@H](O)O[C@@H]([C@H]([C@@H]1O)O)CO)O)=O)=CC=CC2)=O